ethyl-2,3-dimethyl-pentanoic acid C(C)C(C(=O)O)(C(CC)C)C